COC(=O)C1CN(CCN1C)C(=O)OC(C)(C)C 4-methylpiperazine-1,3-dicarboxylic acid 1-tert-butyl 3-methyl ester